(S)-6-(((1-(6-aminopyridin-3-yl)piperidin-3-yl)((2-methoxypyridin-4-yl)methyl)amino)methyl)-9,10-difluoro-3,3-dimethyl-2H-[1,4]oxazino[2,3,4-ij]quinolin-7(3H)-one NC1=CC=C(C=N1)N1C[C@H](CCC1)N(CC1=CC(=NC=C1)OC)CC1=CN2C3=C(C(=C(C=C3C1=O)F)F)OCC2(C)C